C1(CC1)[C@@H](C)C1=C(C=2CCC2C=C1)NC(=O)NS(=O)(=O)C=1OC=C(C1)C(C)(C)O N-((3-((R)-1-cyclopropylethyl)bicyclo[4.2.0]oct-1(6),2,4-trien-2-yl)carbamoyl)-4-(2-hydroxypropane-2-yl)furan-2-sulfonamide